C(C)OC(=O)C=1C=NC(=NC1)C=1C=NN(C1CO)C 2-(5-(hydroxymethyl)-1-methyl-1H-pyrazol-4-yl)pyrimidine-5-carboxylic acid ethyl ester